C(CCCCCCC)[N+](O)(CCCCCCCC)[O-] N,N-dioctylhydroxylamine oxide